10-(2-hydroxyethyl)-9(10H)-acridone OCCN1C=2C=CC=CC2C(C2=CC=CC=C12)=O